rac-(1R,2S)-N1-(2-{3-[(4-methanesulfonyl-2-methoxyphenyl)amino]prop-1-yn-1-yl}-1-(2,2,2-trifluoroethyl)-1H-indol-4-yl)cyclohexane-1,2-diamine CS(=O)(=O)C1=CC(=C(C=C1)NCC#CC=1N(C2=CC=CC(=C2C1)N[C@H]1[C@H](CCCC1)N)CC(F)(F)F)OC |r|